2-(4-piperidylmethyl)-1,3-benzothiazole N1CCC(CC1)CC=1SC2=C(N1)C=CC=C2